FC(S(=O)(=O)OC1=CC=CC2=CC=C(C(=C12)C)F)(F)F (7-fluoro-8-methyl-1-naphthyl) trifluoromethanesulfonate